ClC=1C=CC(=C(C1)C1=C2C(=NC=C1)C(=CS2)C(=O)NS(=O)(=O)C)C#CCN2C=1N(C3=C(C2=O)C(=C(N=C3)F)C#N)N=C(C1)C 7-(5-Chloro-2-(3-(6-cyano-7-fluoro-2-methyl-5-oxopyrazolo[1,5-a]pyrido[4,3-e]pyrimidin-4(5H)-yl)prop-1-yn-1-yl)phenyl)-N-(methylsulfonyl)thieno[3,2-b]pyridine-3-carboxamide